6-{[(5R)-5H,6H,7H-cyclopenta[b]pyridin-5-yl]amino}pyridine-3-carboxylic acid methyl ester COC(=O)C=1C=NC(=CC1)N[C@@H]1CCC2=NC=CC=C21